(4Z)-cyclopentadec-4-en-1-one C1(CC\C=C/CCCCCCCCCC1)=O